(2S,4R)-4-[tert-butyl-(diphenyl)silyl]oxy-1-methyl-pyrrolidine-2-carboxylic acid methyl ester COC(=O)[C@H]1N(C[C@@H](C1)O[Si](C1=CC=CC=C1)(C1=CC=CC=C1)C(C)(C)C)C